C(C)(=O)[O-].C1(=CC=C(N)C=C1)C1=CC=C(N)C=C1.C1(=CC=C(N)C=C1)C1=CC=C(N)C=C1.C1(=CC=C(N)C=C1)C1=CC=C(N)C=C1.[Pd+2].C(C)(=O)[O-] palladium trisbenzidine acetate